C(C)(C)N1CC2=CC(=C(C=C2CC1)OC)NC=1N=NC(=C(N1)NC1=CC=CC=C1)C(=O)N ((2-isopropyl-6-methoxy-1,2,3,4-tetrahydroisoquinolin-7-yl)amino)-5-phenylamino-1,2,4-triazine-6-carboxamide